C(=O)O.FC1(CC(C1)(C#N)COC=1C=C2C=CN=C(C2=CC1)NC=1C=NC(=NC1)C)F 3,3-difluoro-1-(((1-((2-methylpyrimidin-5-yl)amino)isoquinolin-6-yl)oxy)methyl)cyclobutane-1-carbonitrile formate